IC1=CC=C(C=C1)C1=C(C(=C(C=C1)N(C1=CC=CC=C1)C1=CC=CC=C1)C1=CC=C(C=C1)I)C1=CC=C(C=C1)I tris[4-iodophenyl]-triphenylamine